5-(5-((-)-3-cyclopropyl-1-((R)-1,1-dimethylethylsulfinamido)-1-(pyridin-3-yl)propyl)-2-(fluorophenylcarbamoyl)-3-(trifluoromethyl)-1H-pyrazol-1-yl)benzylcarbamate C1(CC1)CCC(C=1C=NC=CC1)(N[S@](=O)C(C)(C)C)C1=CC(N(N1C=1C=CC=C(CNC([O-])=O)C1)C(N(C1=CC=CC=C1)F)=O)C(F)(F)F